3-iodo-1H-indole IC1=CNC2=CC=CC=C12